N=1N(N=C2C1C=CC=C2)C=2C(=C(C=C1C(OC(OC1=O)(C)C1=CC=C(C=C1)N(CC)CC)=O)C=C(C2)C)O 5-(3-(2H-benzo[d][1,2,3]triazol-2-yl)-2-hydroxy-5-methylbenzylidene)-2-(4-(diethylamino)phenyl)-2-methyl-1,3-dioxane-4,6-dione